O-benzotriazol-1-yl-tetramethyluronium hexafluorophosphate Salt F[P-](F)(F)(F)(F)F.N1(N=NC2=C1C=CC=C2)OC(=[N+](C)C)N(C)C